BrC1=C(C=CC=C1)N1C=NC2=C1C=CC=C2 (2-bromophenyl)-1H-benzo[d]imidazole